C1(=CC=CC=C1)C=1N=C2N(C=C(C=C2C2=CC=CC=C2)C2=CC=C(C=C2)C=CS(=O)(=O)N)C1 2-(4-(2,8-diphenylimidazo[1,2-a]pyridin-6-yl)phenyl)ethene-1-sulfonamide